vinyl-valine C(=C)N[C@@H](C(C)C)C(=O)O